N(=[N+]=[N-])[C@@H]1[C@H](CO[C@H](C1)C(=O)N1[C@H](C2=CC=CC=C2CC1)C1=CC=C(C=C1)F)NC(OC(C)(C)C)=O tert-butyl ((3R,4S,6R)-4-azido-6-((S)-1-(4-fluorophenyl)-1,2,3,4-tetrahydroisoquinoline-2-carbonyl)tetrahydro-2H-pyran-3-yl)carbamate